[(R)-4-(6-Amino-4-methoxy-pyridin-3-yl)-2-hydroxymethyl-piperazin-1-yl]-[5-(4-fluoro-phenoxy)-4-methoxy-pyridin-2-yl]-methanone NC1=CC(=C(C=N1)N1C[C@@H](N(CC1)C(=O)C1=NC=C(C(=C1)OC)OC1=CC=C(C=C1)F)CO)OC